Sodium oleate C(CCCCCCC\C=C/CCCCCCCC)(=O)[O-].[Na+]